tert-butyl (6-bromopyrrolo[1,2-c]pyrimidin-3-yl)carbamate BrC=1C=C2N(C=NC(=C2)NC(OC(C)(C)C)=O)C1